4-(3-chloro-4-(pyrrolidin-1-ylmethyl)benzyl)-N2,N2-bis(4-methoxybenzyl)quinoline-2,3,4-triamine ClC=1C=C(CC2(C(C(=NC3=CC=CC=C23)N(CC2=CC=C(C=C2)OC)CC2=CC=C(C=C2)OC)N)N)C=CC1CN1CCCC1